C(C)(C)P([O-])(=O)C(C)C di-isopropylphosphinate